[Cl-].[Cl-].CC(=[Hf+2](C1=CC=CC=2C3=CC=CC=C3CC12)C1C=CC=C1)C1=CC=CC=C1 Methyl-(phenyl)methylene(cyclopentadienyl)(fluorenyl)hafnium dichloride